ClC1=CC(=C2C(=N1)C(=C(O2)C[C@H](C)NC(OC(C)(C)C)=O)C(NCC#C)=O)NCC=2OC=CC2 tert-butyl N-[(2S)-1-{5-chloro-7-[(furan-2-ylmethyl)amino]-3-[(prop-2-yn-1-yl)carbamoyl]furo[3,2-b]pyridin-2-yl}propan-2-yl]carbamate